[Si](C1=CC=CC=C1)(C1=CC=CC=C1)(C(C)(C)C)OCCC=1C2=C(SC1C=1N(C3=CC=CC=C3C1)C(=O)OC(C)(C)C)C=C(C=C2OC)C(=O)OCC tert-butyl 2-(3-(2-((tert-butyldiphenylsilyl)oxy)ethyl)-6-(ethoxycarbonyl)-4-methoxybenzo[b]thiophen-2-yl)-1H-indole-1-carboxylate